1-(6-((4-(6-(aziridine-1-yl)-1H-indazol-4-yl)-1H-1,2,3-triazol-1-yl)methyl)-1H-indole-2-yl)-N-((3-fluorobicyclo[1.1.1]pentan-1-yl)methyl)methylamine N1(CC1)C1=CC(=C2C=NNC2=C1)C=1N=NN(C1)CC1=CC=C2C=C(NC2=C1)CNCC12CC(C1)(C2)F